C(C)OC([C@@H](CC=1C=C2C=NNC2=C(C1)C)NC(=O)N1CCC(CC1)N1C(NC2=CC=CC=C2C1)=O)=O |r| (±)-3-(7-Methyl-1H-indazol-5-yl)-2-{[4-(2-oxo-1,4-dihydro-2H-quinazolin-3-yl)-piperidine-1-carbonyl]-amino}-propionic acid ethyl ester